P(=O)(OC(C#C)(C)C)(OCC)OCC=C (1,1-dimethyl-2-propynyl) (ethyl) (2-propenyl) phosphate